O1C(C=CC2=C1NC1=CC=CC=C21)=O pyrano-[2,3-b]indol-2-one